3-[(1-benzyl-3,6-dihydro-2H-pyridin-4-yl)oxy]-1-methyl-pyrrolidin-2-one C(C1=CC=CC=C1)N1CCC(=CC1)OC1C(N(CC1)C)=O